4-((1-(4-(2-(trifluoromethyl)phenyl)piperazine-1-carbonyl)cyclopentyl)amino)benzonitrile FC(C1=C(C=CC=C1)N1CCN(CC1)C(=O)C1(CCCC1)NC1=CC=C(C#N)C=C1)(F)F